6-AMINOINDOLE-3-CARBOXALDEHYDE NC1=CC=C2C(=CNC2=C1)C=O